6-cyclohexyl-2-azaspiro[3.4]Octane-2-carboxylic acid tert-butyl ester C(C)(C)(C)OC(=O)N1CC2(C1)CC(CC2)C2CCCCC2